2,3-ditert-butyl-p-cresol C(C)(C)(C)C1=C(C(=CC=C1O)C)C(C)(C)C